N1N=CC2=C(C=CC=C12)C1=CC=C(CNC(=O)C=2N=C(SC2)C#C)C=C1 N-(4-(1H-indazol-4-yl)benzyl)-2-ethynyl-thiazole-4-carboxamide